C1=CC=CC=2C3=CC=CC=C3C(C12)COC(=O)N[C@H](C(=O)N(C)[C@H](C(=O)OC(C)(C)C)CCC=C)CCC=C tert-butyl (S)-2-((S)-2-((((9H-fluoren-9-yl)methoxy)carbonyl)amino)-N-methylhex-5-enamido)hex-5-enoate